CN1N=NC2=C1C(=CC=C2)NS(=O)(=O)C=2C=NN(C2)C2=CC(=NC=C2)C(F)(F)F N-(1-METHYL-1H-BENZO[D][1,2,3]TRIAZOL-7-YL)-1-(2-(TRIFLUOROMETHYL)PYRIDIN-4-YL)-1H-PYRAZOLE-4-SULFONAMIDE